(1R,3S)-3-(3-amino-1H-pyrazol-5-yl)cyclopentyl isopropylcarbamate C(C)(C)NC(O[C@H]1C[C@H](CC1)C1=CC(=NN1)N)=O